1-(4-(((2-((4-((2S,6R)-2,6-dimethylmorpholino)phenyl)amino)-5-fluoropyrimidin-4-yl)oxy)methyl)-3-fluoropiperidin-1-yl)ethan-1-one C[C@@H]1O[C@@H](CN(C1)C1=CC=C(C=C1)NC1=NC=C(C(=N1)OCC1C(CN(CC1)C(C)=O)F)F)C